C(C)(C)C=1C=C(C#N)C=CC1B1OC(C(O1)(C)C)(C)C 3-isopropyl-4-(4,4,5,5-tetramethyl-1,3,2-dioxaborolan-2-yl)benzonitrile